2-(4-(bromomethyl)phenyl)-1-(1-fluoropropan-2-yl)(trifluoromethyl)-1H-imidazole BrCC1=CC=C(C=C1)C=1N(C=C(N1)C(F)(F)F)C(CF)C